(2S,5R)-N-{[(2S,4R)-4-(Piperazin-1-ylmethyl)-pyrrolidin-2-yl]methyloxy}-7-oxo-6-(sulfooxy)-1,6-diazabicyclo[3.2.1]octane-2-carboxamide N1(CCNCC1)C[C@@H]1C[C@H](NC1)CONC(=O)[C@H]1N2C(N([C@H](CC1)C2)OS(=O)(=O)O)=O